copper-silver-arsenic [As].[Ag].[Cu]